(4-((3-nitro-6-phenylpyridin-2-yl)amino)phenyl)methanol [N+](=O)([O-])C=1C(=NC(=CC1)C1=CC=CC=C1)NC1=CC=C(C=C1)CO